C(N)(=O)C1=CC(=C(C=C1)NCCNC(OC(C)(C)C)=O)[N+](=O)[O-] tert-butyl (2-((4-carbamoyl-2-nitrophenyl)amino)ethyl)carbamate